1-(4-(6-fluorohexyl)-2,5-dimethoxyphenyl)butan-2-amine FCCCCCCC1=CC(=C(C=C1OC)CC(CC)N)OC